3-oxo-butyric acid ethyl ester C(C)OC(CC(C)=O)=O